4-(5-((9-(3,3-Dimethylbutyl)-3,9-diazaspiro[5.5]undecan-3-yl)sulfonyl)pyridin-2-yl)morpholine CC(CCN1CCC2(CCN(CC2)S(=O)(=O)C=2C=CC(=NC2)N2CCOCC2)CC1)(C)C